C[C@@](C(=O)OCC1(CC12CCC2)CN(C)C)(C(C)C)O [2-[(Dimethylamino)methyl]spiro[2.3]hex-2-yl]methanol (S)-Methyl-2-hydroxy-3-methylbutanoate